1-(4-(tert-Butoxycarbonyl)benzyl)-4-oxo-4,5,6,7-tetrahydro-1H-indole-2-carboxylic acid C(C)(C)(C)OC(=O)C1=CC=C(CN2C(=CC=3C(CCCC23)=O)C(=O)O)C=C1